N',3-Dihydroxy-5-((5-(5-(trifluoromethyl)pyridin-2-yl)oxazol-2-yl)amino)picolinimidamide hydrochloride Cl.ON=C(C1=NC=C(C=C1O)NC=1OC(=CN1)C1=NC=C(C=C1)C(F)(F)F)N